Isohexdecane CCCCCCCCCCCCCC(C)C